tetraphenyl-ethanedicarboxylic acid C1(=CC=CC=C1)C(C(C(=O)O)(C(=O)O)C1=CC=CC=C1)(C1=CC=CC=C1)C1=CC=CC=C1